1,2,3-triphenylcyclopropene C1(=CC=CC=C1)C1=C(C1C1=CC=CC=C1)C1=CC=CC=C1